COC=1C=C(C=C(C1)OC)C(=NC(C)=O)C1=C(OC2=C1C=CC=C2)C(F)(F)F N-((3,5-Dimethoxyphenyl)(2-(trifluoromethyl)benzofuran-3-yl)methylene)acetamide